5-[(3-fluoroazetidine-1-yl)methyl]-4-Methylimidazolidine-2-one FC1CN(C1)CC1C(NC(N1)=O)C